(2S,4R)-4-Hydroxy-N-((S)-1-(4-(4-methylthiazol-5-yl)phenyl)ethyl)pyrrolidine-2-carboxamide O[C@@H]1C[C@H](NC1)C(=O)N[C@@H](C)C1=CC=C(C=C1)C1=C(N=CS1)C